2-(3,5-Diiodo-4-(4-hydroxy-3-(isopropenyl)phenoxy)phenyl)-3,5-dioxo-2,3,4,5-tetrahydro-1,2,4-triazine-6-carbonitrile IC=1C=C(C=C(C1OC1=CC(=C(C=C1)O)C(=C)C)I)N1N=C(C(NC1=O)=O)C#N